4-({[4-(5,6-dimethoxypyridin-3-yl)phenyl]methyl}amino)-2-{methyl[2-(methylamino)-6-(2,2,2-trifluoroethyl)thieno[2,3-d]pyrimidin-4-yl]amino}cyclopentan-1-ol COC=1C=C(C=NC1OC)C1=CC=C(C=C1)CNC1CC(C(C1)O)N(C=1C2=C(N=C(N1)NC)SC(=C2)CC(F)(F)F)C